tert-butyl 1-(2-Methoxy-2-oxoethyl)-5-oxopyrrolidine-2-carboxylate COC(CN1C(CCC1=O)C(=O)OC(C)(C)C)=O